[Mn].[Pd] Palladium-Manganese